FC(S(=O)(=O)[O-])(F)F.C(CCCCCCC)OC1=CC=C(C=C1)[IH+] 4-(octyloxy)phenyl-iodonium trifluoromethanesulfonate